N-(4-fluoro-3-(trifluoro-methyl)phenyl)-5-(5-(5-hydroxy-3a,5,6,6a-tetrahydro-4H-cyclopenta[d]isoxazol-3-yl)-2-methoxy-benzamido)-2-methylbenzo[d]thiazole-6-carboxamide FC1=C(C=C(C=C1)NC(=O)C1=CC2=C(N=C(S2)C)C=C1NC(C1=C(C=CC(=C1)C1=NOC2C1CC(C2)O)OC)=O)C(F)(F)F